CN(C1=CC=C(C=C1)C1(OC(=O)C2=CC(=CC=C12)N(CC)CC)C1=CC=C(C=C1)N(C)C)C 3,3-bis(p-dimethylaminophenyl)-6-diethylaminophthalide